O=P1(C(CC2(CC1=O)CC(P(C(C2)=O)(Cl)=O)=O)=O)Cl 3,9-dioxo-3,9-dichloro-2,4,8,10-tetraoxo-3,9-diphosphaspiro[5.5]undecane